NCCOCCOCCOC1=CN=CC(=N1)N[C@@H]1[C@H]([C@H]([C@H](OC1)CO)O)O (2R,3R,4R,5S)-5-((6-(2-(2-(2-aminoethoxy)ethoxy)ethoxy)pyrazin-2-yl)amino)-2-(hydroxymethyl)tetrahydro-2H-pyran-3,4-diol